2-[(1S)-1-benzyloxycarbonyl-2-methyl-propyl]-1-oxo-2,8-diazaspiro[4.5]decane-8-carboxylic acid tert-butyl ester C(C)(C)(C)OC(=O)N1CCC2(CCN(C2=O)[C@@H](C(C)C)C(=O)OCC2=CC=CC=C2)CC1